N1=C(C=CC=C1)[C@H](C)N (S)-1-(2-pyridinyl)ethylamine